N1=C(C=CC=C1)C1=C(NC2=CC=CC=C2C(=O)C(=O)N)C=CC=C1 2-(pyridine-2-yl)anilineBenzoyl-carboxamide